CN(C)CC1(CC1)COC=1N=C(C2=C(N1)CN(CC2)C2=CC=CC1=CC=CC(=C21)CC)NCC2=NC(=NN2)C(C)O 1-(5-(((2-((1-((dimethylamino)methyl)cyclopropyl)methoxy)-7-(8-ethylnaphthalen-1-yl)-5,6,7,8-tetrahydropyrido[3,4-d]pyrimidin-4-yl)amino)methyl)-1H-1,2,4-triazol-3-yl)ethan-1-ol